C(=O)(N)OP(=O)([O-])[O-] The molecule is a doubly-charged organophosphate oxoanion arising from deprotonation of the phosphate OH groups of carbamoyl phosphate; major species at pH 7.3. It has a role as a human metabolite and a Saccharomyces cerevisiae metabolite. It is a conjugate base of a carbamoyl phosphate.